dihydro-1,2,5-oxadiazole O1NCC=N1